4-chloro-2,6-diethyl-phenethyl alcohol ClC1=CC(=C(CCO)C(=C1)CC)CC